CN1C(C(C2=CC=CC=C12)C1=CC=C(C=C1)C)=O 1-methyl-3-p-methylphenylindolin-2-one